ethyl 1-[[3-fluoro-4-[[2-(trifluoromethyl)-1,3-dioxolan-2-yl] methoxy] phenyl] methyl]-1H-pyrazole-4-carboxylate FC=1C=C(C=CC1OCC1(OCCO1)C(F)(F)F)CN1N=CC(=C1)C(=O)OCC